ClC1=C(C(=CC=C1)F)/N=N/C1=C(C=C(C=C1F)OC(CCCCCCCCCCCC)=O)F.ClC1=NC=C(C(=N1)NC1=C(C(=CC=C1)C1=NN(C=N1)C)OC)C(C)=O 1-(2-chloro-4-((2-methoxy-3-(1-methyl-1H-1,2,4-triazol-3-yl)phenyl)amino)pyrimidin-5-yl)ethan-1-one (E)-4-((2-Chloro-6-fluorophenyl)diazenyl)-3,5-difluorophenyl-Tridecanoate